3-[2-(2-cyano-2-methylideneethyl)-1-oxo-2,3-dihydro-1H-isoindol-4-yl]-N-(1-methylpiperidin-4-yl)benzamide C(#N)C(CN1C(C2=CC=CC(=C2C1)C=1C=C(C(=O)NC2CCN(CC2)C)C=CC1)=O)=C